C(OC=1C(C=CN2N([C@H]3N(C(C21)=O)CCOC3)C(C3=CC=CC=C3)C3=CC=CC=C3)=O)(OC)=O (12aR)-12-diphenylmethyl-6,8-dioxo-3,4,12,12a-tetrahydro-1H-[1,4]oxazino[3,4-c]pyrido[2,1-f][1,2,4]triazin-7-yl methyl carbonate